NC=1C=NC=CC1N1N=CC=C1 3-amino-4-(1H-pyrazol-1-yl)pyridine